2-(chloromethyl-d2)-3,4-difluoro-1-(methoxy-d3)benzene ClC(C1=C(C=CC(=C1F)F)OC([2H])([2H])[2H])([2H])[2H]